(4-(1-methyl-4-(trifluoromethyl)-1H-imidazol-2-yl)phenyl)boric acid CN1C(=NC(=C1)C(F)(F)F)C1=CC=C(C=C1)OB(O)O